O1N=C(C2=C1C=CC=C2)OC2CCN(CC2)C(CNC(C2=C(C=CC=C2F)Cl)=O)C2=C(N=CS2)C(F)F N-{2-[4-(1,2-Benzoxazol-3-yloxy)piperidin-1-yl]-2-[4-(difluoromethyl)-1,3-thiazol-5-yl]ethyl}-2-chloro-6-fluorobenzamid